(1-methylpyrazol-4-yl)-6-oxo-pyridazine-3-carboxamide CN1N=CC(=C1)C=1C(=NNC(C1)=O)C(=O)N